FC1(CCCCC1)CNC=1N=CC2=C(N1)NC=C2C=2C=C1N=C(C=NC1=CC2)OC2CCN(CC2)C N-((1-fluorocyclohexyl)methyl)-5-(3-((1-methylpiperidin-4-yl)oxy)quinoxalin-6-yl)-7H-pyrrolo[2,3-d]pyrimidin-2-amine